2-(tert-butyl)thiazole-5-carboxamide C(C)(C)(C)C=1SC(=CN1)C(=O)N